3-Chloro-7-(2-((3aS,4R,6aR)-4-(4-chloro-7H-pyrrolo[2,3-d]pyrimidin-7-yl)-2,2,6a-trimethyl-3a,6a-dihydro-4H-cyclopenta[d][1,3]dioxol-6-yl)ethyl)-5-fluoroquinolin-2-amine ClC=1C(=NC2=CC(=CC(=C2C1)F)CCC1=C[C@H]([C@H]2[C@@]1(OC(O2)(C)C)C)N2C=CC1=C2N=CN=C1Cl)N